5-Methyl-2-(2-n-propyl)cyclohexanone CC1CCC(C(C1)=O)C(C)C